5-nitro-pyrimidin-4-amine [N+](=O)([O-])C=1C(=NC=NC1)N